1-(3,3-dinitroazetidin-1-yl)prop-2-en-1-one [N+](=O)([O-])C1(CN(C1)C(C=C)=O)[N+](=O)[O-]